(dl)-1-methyl-3-propargylimidazolium bromide [Br-].CN1C=[N+](C=C1)CC#C